4-amino-N-methyl-N-((3S)-6-(trifluoromethyl)-2,3-dihydrofuro[2,3-b]pyridin-3-yl)-1,3-dihydrofuro[3,4-c][1,7]naphthyridine-8-carboxamide NC1=NC=2C=NC(=CC2C2=C1COC2)C(=O)N([C@@H]2COC1=NC(=CC=C12)C(F)(F)F)C